4-((2-hydroxyethyl)sulfonamido)-N-(1-methoxy-2-oxo-1,2-dihydropyridin-3-yl)-2-(6-azaspiro[2.5]octan-6-yl)benzamide OCCS(=O)(=O)NC1=CC(=C(C(=O)NC=2C(N(C=CC2)OC)=O)C=C1)N1CCC2(CC2)CC1